C(#N)C=1C=C(C=CC1)C=C1C=C(C(C(=C1)C(C)(C)C)=O)C(C)(C)C 4-(3-cyanophenyl)methylene-2,6-di-tert-butyl-2,5-cyclohexadiene-1-one